3-bromo-5-methylbenzaldehyde BrC=1C=C(C=O)C=C(C1)C